C(C)N1C(NC2=CC(=CC=C2C1=O)CN1CCC(CC1)C=1C=CC(=NC1C)C(=O)NC)=O 5-(1-((3-ethyl-2,4-dioxo-1,2,3,4-tetrahydroquinazolin-7-yl)methyl)piperidin-4-yl)-N,6-dimethylpicolinamide